IC1=CC=C(C=C1)NNC(=O)C=1C=NC=CC1 N'-(4-iodophenyl)-3-pyridinecarbohydrazide